C(#C)C1=C2C(=CC(=CC2=CC=C1F)O)C1=C(C=2N=C(N=C(C2C=N1)N1C(COCCC1)C)OC[C@]12[C@H](N(CCC1)C)CCC2)F 5-ethynyl-6-fluoro-4-(8-fluoro-4-(3-methyl-1,4-oxazepan-4-yl)-2-(((4aS,7aR)-1-methyloctahydro-4aH-cyclopenta[b]pyridin-4a-yl)methoxy)pyrido[4,3-d]pyrimidin-7-yl)naphthalen-2-ol